(S)-2-((tert-butoxycarbonyl)amino)-3-(5-chloro-2-(1-methylcyclopropoxy)phenyl)propanoic acid C(C)(C)(C)OC(=O)N[C@H](C(=O)O)CC1=C(C=CC(=C1)Cl)OC1(CC1)C